1-((2-((3-(3'-chloro-6-methoxy-5-((((5-oxopyrrolidin-2-yl)methyl)amino)methyl)-[2,4'-bipyridin]-2'-yl)-2-fluorophenyl)amino)-3-fluoropyridin-4-yl)methyl)piperidine-4-carboxylic acid ClC=1C(=NC=CC1C1=NC(=C(C=C1)CNCC1NC(CC1)=O)OC)C=1C(=C(C=CC1)NC1=NC=CC(=C1F)CN1CCC(CC1)C(=O)O)F